(S)-2-((4-((6-((2-Cyano-4-methylphenoxy)methyl)pyridin-2-yl)methyl)piperidin-1-yl)methyl)-1-(oxetan-2-ylmethyl)-1H-benzo[d]imidazole-6-carboxylic acid C(#N)C1=C(OCC2=CC=CC(=N2)CC2CCN(CC2)CC2=NC3=C(N2C[C@H]2OCC2)C=C(C=C3)C(=O)O)C=CC(=C1)C